fluoro-N-(3-fluorophenyl)-8-hydrazino-N-methyl-[1,2,4]triazolo[4,3-a]quinazolin-5-amine FC1=NN=C2N1C1=CC(=CC=C1C(=N2)N(C)C2=CC(=CC=C2)F)NN